7-((2R,3R,4S,5R)-5-(((2-aminoquinolin-7-yl)oxy)methyl)-3,4-dihydroxy-4-methyltetrahydrofuran-2-yl)-3,7-dihydro-4H-pyrrolo[2,3-d]pyrimidin-4-one O-methyl oxime CON=C1C2=C(N=CN1)N(C=C2)[C@@H]2O[C@@H]([C@@]([C@H]2O)(C)O)COC2=CC=C1C=CC(=NC1=C2)N